3-(4-cyano-1H-1,2,3-triazol-1-yl)propanoic acid C(#N)C=1N=NN(C1)CCC(=O)O